N'-((2,4-dimethoxypyrimidine-5-carbonyl)oxy)acetamidine COC1=NC=C(C(=N1)OC)C(=O)ON=C(C)N